C(C)C=1C(N(CC1C)C(=O)NCCC=1C=C(C=CC1)S(=O)(=O)N)=O 3-[2-(3-ethyl-4-methyl-2-oxo-3-pyrroline-1-carboxamido)-ethyl]-benzenesulfonamide